Ethyl (1R,4R)-bicyclo[2.2.2]oct-5-ene-2-carboxylate [C@H]12C(C[C@H](C=C1)CC2)C(=O)OCC